CC1N(CCOC1)C1=CC=C(C=N1)C1=NN2C(N=CC=C2)=C1C(=O)N[C@@H]1C(NC2=C(C(=N1)C1=CC=CC=C1)C=CC=C2)=O 2-[6-(3-Methylmorpholin-4-yl)pyridin-3-yl]-N-[(3S)-2-oxo-5-phenyl-1,3-dihydro-1,4-benzodiazepin-3-yl]pyrazolo[1,5-a]pyrimidine-3-carboxamide